F[C@@H]1CN(C[C@H]1NC1=C2C(=C(N=N1)C1=CC=C(C=C1)C(F)(F)F)N=CC=C2)C(=O)OC(C)(C)C tert-butyl (3R,4R)-3-fluoro-4-((8-(4-(trifluoromethyl)phenyl)pyrido[2,3-d]pyridazin-5-yl)amino)pyrrolidine-1-carboxylate